N(N)C1=CC=C(C(=O)OCC)C=C1 ethyl 4-hydrazino-benzoate